[O-]S(=O)(=O)C(F)(F)F.FC(CN1C=[N+](C=C1)C)F 1-(2,2-difluoroethyl)-3-methyl-imidazolium triflate